4-[[(5Z)-5-[[4-[(E)-3-(4-Chlorophenyl)-3-oxoprop-1-enyl]phenyl]methylidene]-2,4-dioxo-1,3-thiazolidin-3-yl]methyl]benzoic acid ClC1=CC=C(C=C1)C(/C=C/C1=CC=C(C=C1)\C=C/1\C(N(C(S1)=O)CC1=CC=C(C(=O)O)C=C1)=O)=O